FC(C=1C=C(C=CC1)C(C)NC=1C2=C(N=CN1)NC(C=C2)=O)(F)F 4-((1-(3-(trifluoromethyl)phenyl)ethyl)amino)pyrido[2,3-d]pyrimidin-7(8H)-one